ClC1=C(C=CC(=C1)Cl)[C@H](C)NC1=CC(=NC=2N1N=CN2)N2CC(C2)[C@@H]2CN(CCC2)C2CCC(CC2)C (1S,4s)-4-((R)-3-(1-(7-(((R)-1-(2,4-dichlorophenyl)ethyl)amino)-[1,2,4]Triazolo[1,5-a]pyrimidin-5-yl)azetidin-3-yl)piperidin-1-yl)-1-methylcyclohexane